FC1=C(C=C(C=C1)F)[C@H]1OC[C@@H](C[C@@H]1N)N1CC2NC=3C=CC(=CC3C2C1)OC (2R,3S,5R)-2-(2,5-difluorophenyl)-5-(7-methoxy-3,3a,4,8b-tetrahydro-1H-pyrrolo[3,4-b]indol-2-yl)tetrahydropyran-3-amine